C1(=CC=CC=C1)SC=1N=NC=CC1C#N 3-(phenylsulfanyl)pyridazine-4-carbonitrile